C1(CC1)C=1SC(=CN1)S(=O)(=O)N1CCOC2(CCNC2)C1 9-((2-cyclopropylthiazol-5-yl)sulfonyl)-6-oxa-2,9-diazaspiro[4.5]decane